C[C@@H]1CN(CCC1)CC=1C=C(C(N(C1)CC=C)=O)C(=O)N 5-[[(3S)-3-methylpiperidin-1-yl]methyl]-2-oxo-1-prop-2-enylpyridine-3-carboxamide